FC(C=1C(=C(C=CC1)[C@@H](C)NC1=C(C(=NC(=N1)C)CC(=O)NN(C)C)C1OCCO1)F)F 2-[6-[[(1R)-1-[3-(difluoromethyl)-2-fluoro-phenyl]ethyl]amino]-5-(1,3-dioxolan-2-yl)-2-methyl-pyrimidin-4-yl]-N',N'-dimethyl-acetohydrazide